N-(1-(1-(1-acetylpiperidin-4-yl)azetidin-3-yl)-3-(difluoromethyl)-1H-pyrazol-4-yl)-6-(1-(2-hydroxy-2-methylpropyl)-1H-pyrazol-4-yl)-2-picolinamide C(C)(=O)N1CCC(CC1)N1CC(C1)N1N=C(C(=C1)NC(C1=NC(=CC=C1)C=1C=NN(C1)CC(C)(C)O)=O)C(F)F